(S)-2-bromo-N-(2-methyl-5-((2-(2-methylpyrrolidin-1-yl)ethyl)carbamoyl)pyridin-3-yl)pyrazolo[5,1-b]thiazole-7-carboxamide BrC1=CN2C(S1)=C(C=N2)C(=O)NC=2C(=NC=C(C2)C(NCCN2[C@H](CCC2)C)=O)C